[6-(3-cyclopropyl-1,2,4-triazol-1-yl)-2-azaspiro[3.3]heptan-2-yl]-[3-[5-[1-(trifluoromethyl)cyclopropyl]-1,3,4-oxadiazol-2-yl]azetidin-1-yl]methanone C1(CC1)C1=NN(C=N1)C1CC2(CN(C2)C(=O)N2CC(C2)C=2OC(=NN2)C2(CC2)C(F)(F)F)C1